C(C=1C(O)=CC=CC1)(=O)[O-].C(CCCCCCCCCCCCC)[N+](C)(C)C tetradecyltrimethyl-ammonium salicylate